COC(=O)C1=NC=C(C=C1O)CCCC(C)N1C(CNCC1)C(C1=CC=CC=C1)C1=CC=CC=C1 5-(4-(benzhydryl-piperazin-1-yl)pentyl)-3-hydroxypyridinecarboxylic acid methyl ester